NC1=NN2C(C=C(C=C2)C=2C(=C(C(=O)NCC(C(O)C3=NC=C(C=C3)F)(F)F)C(=CC2)OC)F)=N1 3-{2-amino-[1,2,4]triazolo[1,5-a]pyridin-7-yl}-N-[2,2-difluoro-3-(5-fluoropyridin-2-yl)-3-hydroxypropyl]-2-fluoro-6-methoxybenzamide